Dihydro-1,8-naphthyridine-3-carboxylic acid methyl ester COC(=O)C=1CNC2=NC=CC=C2C1